[N+](=O)([O-])C=1C=C2C=C(NC2=CC1)[2H] 5-nitroindole-d